NCC=1C=CC2=C(C1)C1(CCN(CC1)C(=O)C1=CC(=C(C(=C1)O)O)Cl)CO2 (5-(aminomethyl)-2H-spiro[benzofuran-3,4'-piperidine]-1'-yl)(3-chloro-4,5-dihydroxyphenyl)methanone